C(C(=O)C)(=O)N pyruvamide